1-hexadecyl-3-methylimidazole bromine salt [Br].C(CCCCCCCCCCCCCCC)N1CN(C=C1)C